S(=O)(=O)=NCCC1(CC(C(=O)O)=CC=C1)F.[Si](C)(C)(C(C)(C)C)OCC(C)N1C(C=CC=C1C)Cl (N-(1-((tert-butyldimethylsilyl)oxy)propan-2-yl)-2-chloro-6-methylpyridine) 3-sulfonylaminoethyl-3-fluorobenzoate